decyltetradecyl ethylhexanoate CCCCCCCCCCCCC(CCCCCCCCCC)COC(=O)C(CC)CCCC